FC=1C(=CC=2C3=C(NC(C2C1)=O)COC[C@@H]3N(C(=O)C3=CC=C(C=C3)C3=CC(=CC=C3)F)C)F (R)-N-(8,9-difluoro-6-oxo-1,4,5,6-tetrahydro-2H-pyrano[3,4-c]isoquinolin-1-yl)-3'-fluoro-N-methyl-[1,1'-biphenyl]-4-carboxamide